C(\C=C\CCCCCCCC)O trans-2-undecen-1-ol